C(C)C1=C2C(=CC(=CC2=CC=C1F)O)N1CC=2N=C(N=C(C2CC1)N1CC2(CCCC2)CCC1)OC[C@]12CCCN2C[C@@H](C1)F 5-ethyl-6-fluoro-4-(2-(((2R,7aS)-2-fluorohexahydro-1H-pyrrolizin-7a-yl)methoxy)-4-(7-azaspiro[4.5]decan-7-yl)-5,6-dihydropyrido[3,4-d]pyrimidin-7(8H)-yl)naphthalen-2-ol